3'-O-Methyl-Uridine CO[C@H]1[C@H]([C@@H](O[C@@H]1CO)N1C(=O)NC(=O)C=C1)O